F\C=C\F (E,Z)-1,2-DIFLUOROETHYLENE